CC1=C2C(C(=CN(C2=NC(=C1)N1CC(C1)C(NCC1=NC=CC=C1C(F)(F)F)=O)C1=NC=NS1)C(=O)O)=O 5-methyl-4-oxo-1-(1,2,4-thiadiazol-5-yl)-7-[3-({[3-(trifluoromethyl)pyridin-2-yl]methyl}carbamoyl)azetidin-1-yl]-1,4-dihydro-1,8-naphthyridine-3-carboxylic acid